12-(2,2'-Dioxo-[3,3'-biindolinylidene]-1-yl)dodecanoic acid O=C1N(C2=CC=CC=C2C1=C1C(NC2=CC=CC=C12)=O)CCCCCCCCCCCC(=O)O